C(C)(C)(C)OC(=O)N1C[C@@](CCC1)(F)C(NC=1N=NC(=CC1)C=1C=CC=C2C=NNC12)=O (R)-3-((6-(1H-indazol-7-yl)pyridazin-3-yl)carbamoyl)-3-fluoropiperidine-1-carboxylic acid tert-butyl ester